O=C1NC(CCC1N1CC2=CC=C(C=C2C1=O)N1CCC(CC1)CN1CCN(CC1)C1=NN=C(S1)C=1C(=C2C(=NC1)C1=C(O2)C=C(C=C1)C#N)NC(C)C)=O 3-(5-(4-((1-(2-(2,6-dioxopiperidin-3-yl)-3-oxoisoindolin-5-yl)piperidin-4-yl)methyl)piperazin-1-yl)-1,3,4-thiadiazol-2-yl)-4-(isopropylamino)benzofurano[3,2-b]pyridine-7-carbonitrile